(2R,6R)-N-[2-(1-benzylpiperidin-4-yl)ethyl]-4-(5-cyanopyridin-2-yl)-2,6-dimethylpiperazine-1-carboxamide C(C1=CC=CC=C1)N1CCC(CC1)CCNC(=O)N1[C@@H](CN(C[C@H]1C)C1=NC=C(C=C1)C#N)C